NC1=C(C(N(N=C1)CC1=NC(=NO1)C([C@H](O)C1=CC=C(C=C1)Cl)F)=O)C 5-amino-2-((3-((2R)-2-(4-chlorophenyl)-1-fluoro-2-hydroxyethyl)-1,2,4-oxadiazol-5-yl)methyl)-4-methylpyridazin-3-one